N-(4-fluoro-5-((5-(3-hydroxyazetidin-1-yl)pyrazin-2-yl)carbamoyl)-2-methylphenyl)-2-methylthiazole-5-carboxamide FC1=CC(=C(C=C1C(NC1=NC=C(N=C1)N1CC(C1)O)=O)NC(=O)C1=CN=C(S1)C)C